BrC1=CC=C(S1)CN(C(OC(C)(C)C)=O)C=1C2=C(N=NC1)C(=C(S2)C[C@H](C)NC(=O)OC(C)(C)C)C tert-butyl N-[(5-bromothiophen-2-yl)methyl]-N-{6-[(2S)-2-[(tert-butoxycarbonyl)amino]propyl]-7-methylthieno[3,2-c]pyridazin-4-yl}carbamate